C(C1=C(C=CC=C1)C)C1=C(C=CC=C1)C.[Na] sodium methylenebis(methylbenzene)